COC=1C=C(C=C(C1)OC)N(C1=CC(=CC(=C1)OC)OC)C1=CC(=CC(=C1)OC)OC tris(3,5-dimethoxyphenyl)amine